Decafluorodecanol FC(C(C(C(C(O)(F)F)(F)F)(F)F)(F)F)(CCCCC)F